(2R,3R,4R,5R)-5-(((7-(allyloxy)-2,2-diphenylbenzo[d][1,3]dioxol-5-carbonyl) oxy) methyl) tetrahydrofuran-2,3,4-triyltris(7-(allyloxy)-2,2-diphenylbenzo[d][1,3]dioxol-5-carboxylate) O1[C@H]([C@H]([C@@H](C1)C1=C(C=C(C=2OC(OC21)(C2=CC=CC=C2)C2=CC=CC=C2)OCC=C)C(=O)[O-])C2=C(C=C(C=1OC(OC12)(C1=CC=CC=C1)C1=CC=CC=C1)OCC=C)C(=O)[O-])C1=C(C=C(C=2OC(OC21)(C2=CC=CC=C2)C2=CC=CC=C2)OCC=C)C(=O)OCOC(=O)C2=CC1=C(OC(O1)(C1=CC=CC=C1)C1=CC=CC=C1)C(=C2)OCC=C